9-(1-((6-chloro-3'-fluoro-[2,4'-bipyridyl]-3-yl)amino)ethyl)-4,7-dimethyl-3-(2-(4-methylpiperazin-1-yl)ethyl)-3,4-dihydro-5H-pyrazolo[3,4-c]isoquinolin-5-one ClC1=CC=C(C(=N1)C1=C(C=NC=C1)F)NC(C)C=1C=2C3=C(N(C(C2C=C(C1)C)=O)C)N(N=C3)CCN3CCN(CC3)C